NCCNCCCN N-(2-aminoethyl)-1,3-propylenediamine